C1=CC=CC=2C3=CC=CC=C3N(C12)C1=CC=C(C=C1)C1=C(C(=C(C(=N1)N1C2=CC=C(C=C2C=2C=C(C=CC12)C1=CC=CC=C1)C1=CC=CC=C1)N1C2=CC=C(C=C2C=2C=C(C=CC12)C1=CC=CC=C1)C1=CC=CC=C1)C1=CC(=CC(=C1)C)C)N1C2=CC=C(C=C2C=2C=C(C=CC12)C1=CC=CC=C1)C1=CC=CC=C1 9,9',9''-(6-(4-(9H-carbazol-9-yl)phenyl)-4-(3,5-dimethylphenyl)pyridine-2,3,5-triyl)tris(3,6-diphenyl-9H-carbazole)